C(C)(C)(C)OC(=O)N1[C@H]2CN(C[C@@H]1CC2)C2=NC(=NC1=C(C(=CC=C21)B(O)O)F)OC[C@]21CCCN1C[C@@H](C2)F (4-((1R,5S)-8-(tert-Butoxycarbonyl)-3,8-diazabicyclo[3.2.1]octan-3-yl)-8-fluoro-2-(((2R,7aS)-2-fluorotetrahydro-1H-pyrrolizin-7a(5H)-yl)methoxy)quinazolin-7-yl)boronic acid